C1(=CC=CC=C1)N=NC1=CC=C(OCCCO)C=C1 3-(4-(phenyldiazenyl)phenoxy)-1-propanol